[Cl-].C(C=C)(=O)OCC[N+](CCCCCCCCCCCCCCCC)(C)C acryloyloxyethyl-dimethyl-cetyl-ammonium chloride